CC=1NC(C(=CC1C1=CC=NC=C1)C#N)=O 2-methyl-6-oxo-1,6-dihydro-[3,4-bipyridine]-5-carbonitrile